1-(2-(((1S,3S)-3-((5-ethynylpyrimidin-2-yl)amino)cyclopentyl)amino)pyrimidin-5-yl)pyridin-2(1H)-one C(#C)C=1C=NC(=NC1)N[C@@H]1C[C@H](CC1)NC1=NC=C(C=N1)N1C(C=CC=C1)=O